phenyl-4-octyl benzoate C(C1=CC=CC=C1)(=O)OC(CCC)CCCCC1=CC=CC=C1